2,2-bis(4-amino-3-methyl-cyclohexyl)-propane NC1C(CC(CC1)C(C)(C)C1CC(C(CC1)N)C)C